FC=1C=NC(=NC1)N1CCC(CC1)(C(=O)N1CCOC2=C(C1)C=NC=C2C#N)OC 4-[1-(5-fluoropyrimidin-2-yl)-4-methoxy-piperidine-4-carbonyl]-3,5-dihydro-2H-pyrido[3,4-f][1,4]oxazepine-9-carbonitrile